ethyl (3S)-1-[(2R)-2-[[4-(2-chloro-4-fluoro-phenyl)-7-quinolyl]oxy]propanoyl]piperidine-3-carboxylate ClC1=C(C=CC(=C1)F)C1=CC=NC2=CC(=CC=C12)O[C@@H](C(=O)N1C[C@H](CCC1)C(=O)OCC)C